ClC1=NC(=CC(=N1)C(=O)[O-])C 2-chloro-6-methylpyrimidine-4-carboxylate